ClC1=NC=CC(=C1)C=1OC=C(N1)C(=O)NC=1C=C2C(=NC1N1CCCCC1)N=C(O2)N2CCCCC2 2-(2-chloropyridin-4-yl)-N-(2,5-di(piperidin-1-yl)oxazolo[4,5-b]pyridin-6-yl)oxazole-4-carboxamide